C(CC(C)C)(=O)O Isopentaneic acid